3-(methoxymethyl)-1,2,4-oxadiazol-5-amine COCC1=NOC(=N1)N